O1C=C(C2=C1C=CC=C2)C2=CC=C1CN(C(C1=C2)=O)C(C(=O)NC(C(=O)O)CC(COC2=C(C(=CC(=C2F)F)F)F)=O)CC 2-(6-(benzofuran-3-yl)-1-oxoisoindolin-2-yl)butanamido-4-oxo-5-(2,3,5,6-tetrafluorophenoxy)pentanoic acid